C(CCC)N(CCCC)CC[SiH3] (dibutylamino)ethylsilane